Cl.FC1=C(C=C(C(=C1)Cl)C)NN 2-fluoro-4-chloro-5-methylphenylhydrazine hydrochloride